FC1=CC(=C(C=C1)C1=CC=C(C=N1)CN)OC=1N(N=C(C1)N1CCOCC1)C [6-[4-fluoro-2-(2-methyl-5-morpholin-4-ylpyrazol-3-yl)oxyphenyl]pyridin-3-yl]methanamine